C(C(=O)[O-])(=O)[O-] oxaloate